(R,S)-5-((4-(4-aminobutan-2-yl)-3-((methylsulfonyl)methyl)phenyl)amino)-7-(cyclopropylamino)pyrazolo[1,5-a]pyrimidine-3-carbonitrile monotrifluoroacetic acid salt FC(C(=O)O)(F)F.NCC[C@@H](C)C1=C(C=C(C=C1)NC1=NC=2N(C(=C1)NC1CC1)N=CC2C#N)CS(=O)(=O)C